(2S,4R)-N-[(S)-[5-(3,3-difluorocyclobutyl)pyridin-2-yl](phenyl)methyl]-4-fluoro-1-[2-(5-methyl-1,3-oxazol-2-yl)acetyl]pyrrolidine-2-carboxamide FC1(CC(C1)C=1C=CC(=NC1)[C@@H](NC(=O)[C@H]1N(C[C@@H](C1)F)C(CC=1OC(=CN1)C)=O)C1=CC=CC=C1)F